FC1=C(C=CC=C1)S(=O)(=O)N1C2CN(CC1CC2)C(=O)C2=CN=NN2 {8-[(2-fluorophenyl)sulfonyl]-3,8-diazabicyclo[3.2.1]oct-3-yl}(1H-1,2,3-triazol-5-yl)methanone